2,5-dichloro-1,4-dibromo-3,6-diiodobenzene ClC1=C(C(=C(C(=C1I)Br)Cl)I)Br